CN(C1=C(C(=NC=2N1N=CN2)C)CC2=CC=C(C=C2)SC)C N,N,5-trimethyl-6-(4-(methylthio)benzyl)-[1,2,4]triazolo[1,5-a]pyrimidin-7-amine